ClC=1C=C(C=C(C1)F)NC(=O)NC1CN(C1)C1=CC(=C(C(=C1)F)C1C(NC(CC1)=O)=O)F 1-(3-chloro-5-fluorophenyl)-3-(1-(4-(2,6-dioxopiperidin-3-yl)-3,5-difluorophenyl)azetidin-3-yl)urea